methyl 5-{[(1r,3s)-3-{[6-chloro-2-(trifluoromethyl) quinolin-4-yl] amino} cyclohexyl] carbamoyl}-1-ethyl-1H-pyrazole-3-carboxylate ClC=1C=C2C(=CC(=NC2=CC1)C(F)(F)F)N[C@@H]1C[C@@H](CCC1)NC(=O)C1=CC(=NN1CC)C(=O)OC